S1C(=NC2=C1C=CC=C2)C2=CC1=C(C(=CO1)C1C(NC(CC1)=O)=O)C=C2 3-[6-(1,3-benzothiazol-2-yl)benzofuran-3-yl]piperidine-2,6-dione